C1(CC1)S(=O)(=O)N1CC(C1)N1C(N(C(C1)C#N)C1=CN=CC2=CC=CC=C12)=O 1-(1-(cyclopropylsulfonyl)azetidin-3-yl)-3-(isoquinolin-4-yl)-2-oxoimidazoline-4-carbonitrile